(R)-5-(3-methylmorpholino)-7-(1-(methylsulfonyl)cyclopropyl)-3-(1H-pyrazol-5-yl)isothiazolo[4,5-b]pyridine 1,1-dioxide C[C@@H]1COCCN1C1=CC(=C2C(=N1)C(=NS2(=O)=O)C2=CC=NN2)C2(CC2)S(=O)(=O)C